(S)-5-(2-(benzyloxy)ethyl)-3,3-diethyl-pyrrolidin-2-one C(C1=CC=CC=C1)OCC[C@@H]1CC(C(N1)=O)(CC)CC